di-(2-hydroxyethyl)imidazolinium chloride [Cl-].OCC[N+]1(C=NCC1)CCO